2-methoxy-4-(2-propenyl)-benzoic acid COC1=C(C(=O)O)C=CC(=C1)CC=C